CC=1SC=C(N1)C=1C=C(C=CC1)NC=1C=NC=2CCN=CC2C1 3-((3-(2-methylthiazol-4-yl)phenyl)amino)-7,8-dihydro-1,6-naphthyridin